IC=1C(=C(C=C2C(NC(NC12)=O)=O)C(F)(F)F)C=1SC=C(N1)C(F)(F)F 8-iodo-6-(trifluoromethyl)-7-(4-(trifluoromethyl)thiazol-2-yl)quinazoline-2,4(1H,3H)-dione